C1(CC1)C=1N=NN(C1)[C@H](C(=O)N1[C@@H](C[C@H](C1)O)C(=O)NCC=1N=NN(C1C(F)F)C)C(C)(C)C (2S,4r)-1-[(2S)-2-(4-cyclopropyl-triazol-1-yl)-3,3-dimethyl-butyryl]-N-[[5-(difluoromethyl)-1-methyl-triazol-4-yl]methyl]-4-hydroxy-pyrrolidine-2-carboxamide